NC1=NC=CC=C1C1=NC=2C(=NC(=CC2)N2N=C(C=C2)N(C)C)N1C=1C=C2CC[C@@H](C2=CC1)NC(C1=CC(=C(C=C1)O)C=O)=O (S)-N-(5-(2-(2-aminopyridin-3-yl)-5-(3-(dimethylamino)-1H-pyrazol-1-yl)-3H-imidazo[4,5-b]pyridin-3-yl)-2,3-dihydro-1H-inden-1-yl)-3-formyl-4-hydroxybenzamide